Methyl 7-morpholino-5-[4-(pyrimidin-2-ylamino)cyclohexoxy]-1,6-naphthyridine-3-carboxylate O1CCN(CC1)C1=NC(=C2C=C(C=NC2=C1)C(=O)OC)OC1CCC(CC1)NC1=NC=CC=N1